bis(diphenylphosphinyloxy)-1,1'-binaphthyl C1(=CC=CC=C1)P(=O)(OC=1C(=C(C2=CC=CC=C2C1)C1=CC=CC2=CC=CC=C12)OP(=O)(C1=CC=CC=C1)C1=CC=CC=C1)C1=CC=CC=C1